O1C(=CC2=C1C=CC=C2)C2=CC(=C(S2)C(=O)N[C@@H]2CNCCC2)NC(=O)N (S)-5-(benzofuran-2-yl)-N-(piperidin-3-yl)-3-ureidothiophene-2-carboxamide